C(C)(C)OC1=NC=CC(=C1)S(=O)(=O)N1CC2(CCC2)CC1C 6-((2-Isopropoxypyridin-4-yl)sulfonyl)-7-methyl-6-azaspiro[3.4]octane